Methyl 4-bromo-2-sulfamoylbenzoate BrC1=CC(=C(C(=O)OC)C=C1)S(N)(=O)=O